N-(2-(1H-pyrazol-1-yl)ethyl)-5-(p-tolyl)isoxazole-3-carboxamide N1(N=CC=C1)CCNC(=O)C1=NOC(=C1)C1=CC=C(C=C1)C